C(C=C)(=O)OCC(C(OC1=CC=CC=C1)CCCCCCC(C(COC(C=C)=O)OC(N)=O)OC1=CC=CC=C1)OC(N)=O hexamethylenebis(2-carbamoyloxy-3-phenoxypropyl) diacrylate